3-(2-Chloro-4-[(2S,4Z)-2-(hydroxymethyl)-4-(methoxyimino)pyrrolidine-1-carbonyl]phenyl)-2-methylbenzonitrile ClC1=C(C=CC(=C1)C(=O)N1[C@@H](C/C(/C1)=N/OC)CO)C=1C(=C(C#N)C=CC1)C